ClC1=C(CCN2[C@@H](C[C@@H](CC2)CC2=NC(=CC=C2F)NC2=NNC(=C2)C)C)C=CC(=C1)Cl (2R,4R)-1-(2,4-dichlorophenethyl)-4-((3-fluoro-6-((5-methyl-1H-pyrazol-3-yl)amino)pyridin-2-yl)-methyl)-2-methylpiperidine